tert-butyl (3-(2-((2-methoxy-6-morpholinopyridin-3-yl)amino)-7-oxo-6-phenylpyrido[2,3-d]pyrimidin-8(7H)-yl)phenyl)carbamate COC1=NC(=CC=C1NC=1N=CC2=C(N1)N(C(C(=C2)C2=CC=CC=C2)=O)C=2C=C(C=CC2)NC(OC(C)(C)C)=O)N2CCOCC2